ClC1=CC=C2C(=CC(=NC2=C1Cl)N1CC(CCC1)(C(=O)OC)NC(CO)=O)N1C=NC=C1 Methyl 1-(7,8-dichloro-4-(1H-imidazol-1-yl)quinolin-2-yl)-3-(2-hydroxyacetamido)piperidine-3-carboxylate